O=C1NC(CCC1N1C(N(C2=C1C=CC(=C2)C#CCNC(OC(C)(C)C)=O)C)=O)=O tert-butyl N-[3-[1-(2,6-dioxo-3-piperidyl)-3-methyl-2-oxo-benzimidazol-5-yl]prop-2-ynyl]carbamate